CN(CCC1=CNC=2C=CC=C(C12)O)C 3-(2-dimethylaminoethyl)-1H-indol-4-ol